C1(=CC=CC=C1)N1C2=CC=CC=C2C=2C=C(C=CC12)C1=CC=C(S1)C=O 5-(9-phenyl-9H-carbazol-3-yl)thiophene-2-carbaldehyde